4-chloro-1-((3,3-difluorocyclopentyl)methyl)-3-(1,1-difluoroethyl)-N-(2-(methylsulfonyl)pyridin-4-yl)-1H-pyrazole-5-carboxamide ClC=1C(=NN(C1C(=O)NC1=CC(=NC=C1)S(=O)(=O)C)CC1CC(CC1)(F)F)C(C)(F)F